potassium 1,1,1,3,3,3-hexafluoro-2-(trifluoromethyl)propan-2-olate FC(C(C(F)(F)F)([O-])C(F)(F)F)(F)F.[K+]